(4S)-2'-deoxy-2',2'-difluoro-3,4,5,6-tetrahydrouridine FC1([C@@H](O[C@@H]([C@H]1O)CO)N1C(=O)NC(=O)CC1)F